(±)-3-hydroxyoctanoic acid O[C@@H](CC(=O)O)CCCCC |r|